tert-butyl 5-(2-(1-(3-chloro-5-cyanophenyl)-1H-pyrazol-4-yl)propanamido)-3-cyclopropyl-1H-pyrazole-1-carboxylate ClC=1C=C(C=C(C1)C#N)N1N=CC(=C1)C(C(=O)NC1=CC(=NN1C(=O)OC(C)(C)C)C1CC1)C